CN(C1=CC=C(OC=2C(=NC=CN2)C(=O)N)C=C1)C1=NC(=NC2=CC=CC=C12)C 4-(methyl(2-methyl-4-quinazolinyl)amino)phenoxypyrazine-2-amide